4-(1-(2-Chloro-4-((3,3-difluoroazetidin-1-yl)methyl)phenyl)-1H-imidazol-4-yl)-N-(1-(methylsulfonyl)piperidin-4-yl)-5-(trifluoromethyl)pyrimidin-2-amine ClC1=C(C=CC(=C1)CN1CC(C1)(F)F)N1C=NC(=C1)C1=NC(=NC=C1C(F)(F)F)NC1CCN(CC1)S(=O)(=O)C